COS(=O)(=O)O.C(C)N1CN(C=C1)CC 1-ethyl-3-ethylimidazole methyl-sulfate